(E)-3-((2-(2-(2-(4-(azetidin-1-yl)-N-methylbut-2-enamido)acetamido)ethyl)pyridin-4-yl)amino)-5-cyclopropyl-6-ethylpyrazine-2-carboxamide N1(CCC1)C/C=C/C(=O)N(C)CC(=O)NCCC1=NC=CC(=C1)NC=1C(=NC(=C(N1)C1CC1)CC)C(=O)N